CC1=CC=2C3=C(NC2C=C1)C(N(C=N3)CCC(=O)NCC=3C=C(C(=O)O)C=CC3)=O 3-((3-(8-methyl-4-oxo-4,5-dihydro-3H-pyrimido[5,4-b]indol-3-yl)propanamido)methyl)benzoic acid